COC(=O)C1=C(C(=C(C(=C1)C(=O)O)C(=O)O)C=1C=CC=CC1)C(=O)O 3,3'-biphenyltetracarboxylic acid methyl ester